FC(COCC=1OC=CC1)(C(C(COCC=1OC=CC1)(F)F)(F)F)F 2,2'-(((2,2,3,3,4,4-hexafluoropentane-1,5-diyl)bis(oxy))bis(methylene))difuran